(2-((1S,3S,5S)-3-cyano-2-azabicyclo[3.1.0]hex-2-yl)-2-oxoethyl)-6-methylquinoline-4-carboxamide C(#N)[C@H]1N([C@H]2C[C@H]2C1)C(CC1=NC2=CC=C(C=C2C(=C1)C(=O)N)C)=O